OCCCCCCCCCOC1CC(NC(C1)(C)C)(C)C 4-((9-hydroxynonyl)oxy)-2,2,6,6-tetramethylpiperidine